2-(2-pyridinyl)-2-propylamine N1=C(C=CC=C1)C(C)(C)N